N-(3-(3,3-dimethyl-1-oxoisoindolin-5-yl)-1H-pyrrolo[2,3-b]pyridin-6-yl)-1-methylpiperidine-4-carboxamide CC1(NC(C2=CC=C(C=C12)C1=CNC2=NC(=CC=C21)NC(=O)C2CCN(CC2)C)=O)C